CC=1N=C(C2=C(C(=C(C=C2C1)C)C#N)O)N1CC(CCC1)C 3,6-dimethyl-1-(3-methylpiperidinyl)-7-cyano-8-hydroxyisoquinoline